4-bromomethylbenzofuran BrCC1=CC=CC2=C1C=CO2